C1(CC1)C1=NN(C(=C1)NC(CC=1C=NN(C1)C1=NC=CC(=C1)OC)=O)C(=O)OC(C)(C)C tert-butyl 3-cyclopropyl-5-{2-[1-(4-methoxypyridin-2-yl)pyrazol-4-yl]acetamido}pyrazole-1-carboxylate